ClC1=CC=C(S1)C=O 5-chlorothiophene-2-carbaldehyde